NC1=CC(=C(C=C1)NC(=O)N1CCC(CC1)C(=O)OC)F methyl 1-((4-amino-2-fluorophenyl)carbamoyl)piperidine-4-carboxylate